1,3-dihydro-2H-imidazo[4,5-b]Pyrazin-2-one N1C(NC=2C1=NC=CN2)=O